C(C=C)NCCC1=CNC=2C=CC=C(C12)O 3-(2-(allylamino)ethyl)-1H-indol-4-ol